4-(bicyclo[1.1.1]pentan-1-yl)phenol C12(CC(C1)C2)C2=CC=C(C=C2)O